BrC1=CC=CN2C(=CC=C12)C(=O)C1=CC(=C(C(=C1)F)F)F (8-bromoindolizine-3-yl)(3,4,5-trifluoro phenyl) ketone